CC1=C(OC2=C(C=C(C=C2C1=O)C)[C@@H](C)NC1=C(C=CC=C1)S(=O)(=O)NC)C1=CC=CC=C1 2-[[(1R)-1-(3,6-Dimethyl-4-oxo-2-phenyl-chromen-8-yl)ethyl]amino]-N-methyl-benzenesulfonamide